C(C)(=O)N1CC2(CC2)[C@H](C1)N1C(=CC2=CC=C(C=C12)C(=O)O)CC1=C(C=C(C(=C1)F)C1=NC(=CC=C1)OCC1=C(C=C(C=C1)C#N)F)F (R)-1-(5-acetyl-5-azaspiro[2.4]heptan-7-yl)-2-(4-(6-((4-cyano-2-fluorobenzyl)oxy)pyridin-2-yl)-2,5-difluorobenzyl)-1H-indole-6-carboxylic acid